2-(4-cyclopropyl-6-methoxy-pyrimidin-5-yl)-4-[[6-[1-cyclopropyl-4-(trifluoromethyl)imidazol-2-yl]-5-fluoro-3-pyridyl]methoxy]-7H-pyrrolo[2,3-d]pyrimidine-5-carbonitrile C1(CC1)C1=NC=NC(=C1C=1N=C(C2=C(N1)NC=C2C#N)OCC=2C=NC(=C(C2)F)C=2N(C=C(N2)C(F)(F)F)C2CC2)OC